C12(C(CC(CC1)C2(C)C)/C(/C(=O)O[C@@H]2C[C@H](CCC2)C2=NC=CC(=N2)N)=C\C2=CC(OC)=C(O)C=C2)C (1S,3S)-3-(4-aminopyrimidin-2-yl)cyclohexane-1-ol (-)-bornyl-ferulate